CC1(OB(OC1(C)C)[C@@H]1[C@@H](C1)C1=CC2=C(C=N1)C=NN2CC(F)(F)F)C |&1:9| racemic-6-((2S,2S)-2-(4,4,5,5-tetramethyl-1,3,2-dioxaborolan-2-yl)cyclopropyl)-1-(2,2,2-trifluoroethyl)-1H-pyrazolo[4,3-c]pyridine